Ethylene glycol mono-tert-butyl ether C(C)(C)(C)OCCO